benzoic acid n-pentylester C(CCCC)OC(C1=CC=CC=C1)=O